[1-[(3S,5R)-1-tert-butoxycarbonyl-5-methyl-5-(tetrahydropyran-2-yloxymethyl)pyrrolidin-3-yl]-6-chloro-3,4-dihydro-2H-quinolin-8-yl]boronic acid C(C)(C)(C)OC(=O)N1C[C@H](C[C@@]1(COC1OCCCC1)C)N1CCCC2=CC(=CC(=C12)B(O)O)Cl